1'-methyl-3H-spiro[benzofuran-2,4'-piperidine]-5-carbaldehyde CN1CCC2(CC1)OC1=C(C2)C=C(C=C1)C=O